2-(2,6-dioxopiperidin-3-yl)-5-hydroxyisoindole-1,3-dione O=C1NC(CCC1N1C(C2=CC=C(C=C2C1=O)O)=O)=O